ClC1=CC(=C(C=C1)O)CNCC=1OC=CC1 4-chloro-2-(((furan-2-ylmethyl)amino)methyl)phenol